3-(2-methyl-1H-imidazol-1-yl)propan-1-ol hydrochloride Cl.CC=1N(C=CN1)CCCO